NC(C[C@H](C(C(=O)N[C@@H](C)C(=O)OC)=O)NC(CCCCCCC)=O)=O Methyl ((R)-5-amino-3-octanamido-2,5-dioxopentanoyl)-L-alaninate